C1=CC=CC=2C3=CC=CC=C3N(C12)CCP(O)(O)=O ([2-(9H-carbazol-9-yl)ethyl])Phosphonic acid